C(C)N(C1=C(C=C2C=CC(OC2=C1)=O)N1N=NC(=C1)C1=CC=CC=C1)CC 7-(diethylamino)-2-oxo-6-(4-phenyl-1H-1,2,3-triazol-1-yl)-2H-chromene